FC1=C(C(=CC=C1)C)NC1=CC=C2C(=N1)NN=C2NC(C2=CC=C(C=C2)C2CCN(CC2)C)=O N-(6-((2-fluoro-6-methylphenyl)amino)-1H-pyrazolo[3,4-b]pyridin-3-yl)-4-(1-methylpiperidin-4-yl)benzamide